4-[10-(4-fluorophenyl)-11-tetrahydropyran-4-yl-2,4,5,10-tetrazatricyclo[7.3.0.03,7]dodeca-1,3(7),5,8,11-pentaen-12-yl]benzamide FC1=CC=C(C=C1)N1C2=CC=3C=NNC3N=C2C(=C1C1CCOCC1)C1=CC=C(C(=O)N)C=C1